rac-ethyl 1-((((2R,3S)-3-(3,3-difluorobutyl)-2-fluoro-5-(3-fluorophenyl)-7-(methylthio)-1,1-dioxido-2,3,4,5-tetrahydrobenzo[b][1,4]thiazepin-8-yl)oxy)methyl)cyclopropane-1-carboxylate FC(CC[C@H]1CN(C2=C(S([C@H]1F)(=O)=O)C=C(C(=C2)SC)OCC2(CC2)C(=O)OCC)C2=CC(=CC=C2)F)(C)F |r|